OC(CN[C@@H]1[C@@H](CCCC1)OC=1C=C2CN(C(C2=CC1)=O)C1C(NC(CC1)=O)=O)(C)C 3-(5-(((1R,2S)-2-((2-hydroxy-2-methylpropyl)amino)cyclohexyl)oxy)-1-oxoisoindolin-2-yl)piperidine-2,6-dione